[C@@H]1([C@H](CCC1)C(=O)O)C(=O)O |r| (±)-cis-Cyclopentane-1,2-dicarboxylic acid